4,4'-(2-fluoro-1,4-phenylene)bisdibenzo[b,d]furan FC1=C(C=CC(=C1)C1=CC=CC2=C1OC1=C2C=CC=C1)C1=CC=CC2=C1OC1=C2C=CC=C1